FC=1C=NC(=NC1)OC1=C(C=C(C=C1)NC(=O)C1C2(CC1(C2)OC)C(=O)N)C ((4-((5-fluoropyrimidin-2-yl)oxy)-3-methylphenyl)carbamoyl)-3-methoxybicyclo[1.1.1]pentane-1-carboxamide